CC1(COC2(OC1)CC1CC(CC1C2)=C)C 5',5'-dimethyl-5-methylenehexahydro-1H-spiro[pentalene-2,2'-[1,3]dioxane]